FC1=C(C=C(C2=CC=CC=C12)O)NC(OC(C)(C)C)=O tert-butyl (1-fluoro-4-hydroxynaphthalen-2-yl)carbamate